C(C1=CC=CC=C1)(=O)[C@@]1([C@H](O)[C@H](O)[C@@H](CO)O1)N1C(=O)N=C(N)C=C1 Benzoyl-cytidine